FC1=C(C=CC=C1)C1=CC=C(O1)C=C1C(C2=CC=CC=C2C1=O)=O 2-[[5-(2-Fluorophenyl)-2-furanyl]methylene]-1H-indene-1,3(2H)-dione